FC1=C(CNC(=O)C=2C(C(=C3N(C[C@H]4N(C3=O)[C@@H]3CC[C@H]4C3)C2)O)=O)C=CC(=C1)F (1S,4R,12aS)-N-(2,4-difluorobenzyl)-7-hydroxy-6,8-dioxo-1,2,3,4,6,8,12,12a-octahydro-1,4-methanodipyrido[1,2-a:1',2'-d]pyrazine-9-carboxamide